C=1(C(=CC=CC1)CF)CF xylylene difluoride